2-hydroxy-6-(2-methylheptadecyl)benzoic acid OC1=C(C(=O)O)C(=CC=C1)CC(CCCCCCCCCCCCCCC)C